CC1=C(N=C(N1)C1=NC=CC(=C1)C=1C=NC=C(C1)S(=O)(=O)C)C(=O)NC1CCOCC1 5-Methyl-2-[5-(methylsulfonyl)-3,4'-bipyridin-2'-yl]-N-(tetrahydro-2H-pyran-4-yl)-1H-imidazol-4-carboxamid